COC(C(C(C)=O)C1=CC=C(C=C1)C#N)=O 2-(4-cyanophenyl)-3-oxobutanoic acid methyl ester